5-(8-oxabicyclo[3.2.1]octan-3-yl)-2-hydroxycyclohepta-2,4,6-trien-1-one C12CC(CC(CC1)O2)C2=CC=C(C(C=C2)=O)O